4-(benzo[b]thiophen-7-yloxy)-2-chlorobenzoic acid S1C2=C(C=C1)C=CC=C2OC2=CC(=C(C(=O)O)C=C2)Cl